N-[(3-fluorophenyl)-methyl]-2-methoxy-4-methyl-7-(trifluoromethyl)-quinoline-3-carboxylic acid amide FC=1C=C(C=CC1)CNC(=O)C=1C(=NC2=CC(=CC=C2C1C)C(F)(F)F)OC